OC[N+]1(CCCC1)C 1-(hydroxymethyl)-1-methylpyrrolidin-1-ium